CN1C(C(CCC1=O)N1C(C2=CC=C(C=C2C1)C1CCN(CC1)C(=O)OC(C)(C)C)=O)=O tert-butyl 4-(2-(1-methyl-2,6-dioxopiperidin-3-yl)-1-oxoisoindolin-5-yl)piperidine-1-carboxylate